methyl 5-aminosalicylate NC1=CC=C(C(C(=O)OC)=C1)O